[Zn].N1N=CC2=CC=CC=C12.N1N=CC2=CC=CC=C12 bis-indazole zinc